C(\C=C/C(=O)O)(=O)O (Z)-2-Butenedioic acid